C1(CC1)OC=1C=CC(=NC1C=O)C(=O)NC 5-CYCLOPROPOXY-6-FORMYL-N-METHYLPICOLINAMIDE